BrC=1C=CC(=C(C1)[C@H](C)O)Cl (1S)-1-(5-bromo-2-chlorophenyl)ethan-1-ol